FC1=C(C=C(C=C1)F)[C@H]1CC[C@H](CC1)OC[C@@H]1NCCC[C@@H]1NS(=O)(=O)C N-(cis-2-(((cis-4-(2,5-difluorophenyl)cyclohexyl)oxy)methyl)piperidin-3-yl)methanesulfonamide